C(CCC)[C-]1C=CC=C1.[C-]1(C=CC=C1)CCCC.[Fe+2] 1,1'-dibutylferrocene